FC=1C2=C(NN=C2C=CC1)C(=O)OC methyl 4-fluoro-2H-indazole-3-carboxylate